C(C1=CC=CC=C1)N1C(=NC2=C1C=C(C=C2)C#N)C2=CC=CC=C2 benzyl-2-phenyl-1H-benzo[d]Imidazole-6-carbonitrile